Cl.OC(C[N+](C)(C)C)CC([O-])=O carnitin hydrochloride